1-(cyclopropylamino)-4-(2-fluorophenyl)-6-(triFluoromethyl)-3H-pyrido[1,2-c]pyrimidin-3-one C1(CC1)NC1=NC(C(=C2N1C=CC(=C2)C(F)(F)F)C2=C(C=CC=C2)F)=O